(4-chloro-2,5-difluoropyridin-3-yl)(5-cyclopropylisoxazol-3-yl)Ketone ClC1=C(C(=NC=C1F)F)C(=O)C1=NOC(=C1)C1CC1